(1-(7-(3-(2,3-dihydrobenzo[b][1,4]dioxin-6-yl)-2-methylphenyl)-[1,2,4]triazolo[4,3-a]pyridin-3-yl)-1H-pyrazole-3-carbonyl)glycine O1C2=C(OCC1)C=C(C=C2)C=2C(=C(C=CC2)C2=CC=1N(C=C2)C(=NN1)N1N=C(C=C1)C(=O)NCC(=O)O)C